3-((4-(1-(6-aminocaproyl)piperidin-4-yl)phenyl)amino)piperidine-2,6-dione hydrochloride Cl.NCCCCCC(=O)N1CCC(CC1)C1=CC=C(C=C1)NC1C(NC(CC1)=O)=O